2,2,2-trifluoro-N-((6-((6-(1-methyl-1H-pyrazol-4-yl)-3H-imidazo[4,5-b]pyridin-3-yl)methyl)-2,3-dihydrobenzo[b][1,4]dioxin-2-yl)methyl)acetamide FC(C(=O)NCC1COC2=C(O1)C=CC(=C2)CN2C=NC=1C2=NC=C(C1)C=1C=NN(C1)C)(F)F